(2S,4S)-1-((R)-2-(2-naphthamido)-3-cyclohexylpropanoyl)-4-(5-(2-hydroxypropan-2-yl)-1H-1,2,3-triazol-1-yl)pyrrolidine C1=C(C=CC2=CC=CC=C12)C(=O)N[C@H](C(=O)N1CC[C@@H](C1)N1N=NC=C1C(C)(C)O)CC1CCCCC1